C(C)(C)(C)N(C(=O)OC1(CCC(CC1)C=1N(C2=CC=CC(=C2C1)OCC1=CC=CC=C1)C1=CC=C(C=C1)F)C)S(=O)(=O)N1[C@H](C(CCC1)C1CCNCC1)C1=CC=NC2=CC(=C(C=C12)OC)OC 4-[4-benzyloxy-1-(4-fluorophenyl)indol-2-yl]-1-methyl-cyclohexanol tert-butyl-((r-(6,7-dimethoxyquinolin-4-yl)-[3,4'-bipiperidin]-1-yl)sulfonyl)carbamate